mercaptophosphine SP